NC1(CC(C1)(C)C)C(=O)O 1-AMINO-3,3-DIMETHYL-CYCLOBUTANECARBOXYLIC ACID